FC=1C=CC(=C(C1)[C@H](C)O)I (S)-1-(5-fluoro-2-iodophenyl)-1-ethanol